sodium monoiodo acetate C(C)(=O)OI.[Na]